C(C)OC1=NC=CC=C1C1=CC(=C2C(=N1)C=NN2C(C)C)NCC=2N(C=CN2)C 5-(2-ethoxy-3-pyridinyl)-1-isopropyl-N-[(1-methylimidazol-2-yl)methyl]pyrazolo[4,3-b]pyridin-7-amine